C(C)(=O)C1=C(C=C(C=C1)Cl)C1=CC(N(C=C1OC)[C@H](C(=O)NC1=CC=C(C(=O)O)C=C1)CC1=CC=CC=C1)=O (S)-4-(2-(4-(2-acetyl-5-chlorophenyl)-5-methoxy-2-oxopyridin-1(2H)-yl)-3-phenylpropionylamino)benzoic acid